5-ethyl-6-fluoro-4-(8-fluoro-2-(((2R,7aS)-2-fluorotetrahydro-1H-pyrrolizin-7a(5H)-yl)methoxy)-4-(2,2,2-trifluoroethoxy)pyrido[4,3-d]pyrimidin-7-yl)naphthalen-2-ol C(C)C1=C2C(=CC(=CC2=CC=C1F)O)C1=C(C=2N=C(N=C(C2C=N1)OCC(F)(F)F)OC[C@]12CCCN2C[C@@H](C1)F)F